(E)-N-hydroxy-3-(4-iodophenyl)acrylamide ONC(\C=C\C1=CC=C(C=C1)I)=O